Cl.CN([C@@H]1[C@@H](CNC1)CO)C ((3R,4R)-4-(Dimethylamino)pyrrolidin-3-yl)methanol hydrochloride